1-[5-(3-Isopropyltriazol-4-yl)-3-pyridyl]-6-oxo-pyridazine-3-carboxylic acid C(C)(C)N1N=NC=C1C=1C=C(C=NC1)N1N=C(C=CC1=O)C(=O)O